3-cyclopropyl-2-(3-(2-ethoxyvinyl)-4-methyl-6-oxopyridazin-1(6H)-yl)propionic acid methyl ester COC(C(CC1CC1)N1N=C(C(=CC1=O)C)C=COCC)=O